Di-benzyltoluol C(C1=CC=CC=C1)C=1C(=C(C=CC1)C)CC1=CC=CC=C1